(R)-N-(4,4-difluoro-1-(oxetan-3-yl)pyrrolidin-3-yl)-5-(1-(2,2-difluoropropyl)-1H-benzo[d][1,2,3]triazol-6-yl)-4-methoxypyrrolo[2,1-f][1,2,4]triazin-2-amine FC1([C@@H](CN(C1)C1COC1)NC1=NN2C(C(=N1)OC)=C(C=C2)C=2C=CC1=C(N(N=N1)CC(C)(F)F)C2)F